methyl (E)-3-[10-acetyl-4-(4-fluorophenyl)-5-isopropyl-2,4,10,11-tetrazatricyclo[7.3.0.03,7]dodeca-1(9),2,5,7,11-pentaen-6-yl]prop-2-enoate C(C)(=O)N1C=2C=C3C(=C(N(C3=NC2C=N1)C1=CC=C(C=C1)F)C(C)C)/C=C/C(=O)OC